4-(piperidin-1-ylsulfonyl)aniline N1(CCCCC1)S(=O)(=O)C1=CC=C(N)C=C1